FC1=C(C(=CC=C1)F)C1CC(=NO1)C=1N=C(SC1)C1CCN(CC1)C(CN1C=NC2=C1C=CC(=C2)C)=O 1-(4-(4-(5-(2,6-difluorophenyl)-4,5-dihydroisoxazol-3-yl)thiazol-2-yl)piperidin-1-yl)-2-(5-methyl-1H-benzimidazol-1-yl)-ethan-1-one